C(C)NC(C1=NC(=C(C=C1)N1CCN(CC1)CC1=CC=2NC(N(C(C2N=C1)=O)CC)=O)C)=O N-ethyl-5-(4-((3-ethyl-2,4-dioxo-1,2,3,4-tetrahydropyrido[3,2-d]pyrimidin-7-yl)methyl)piperazin-1-yl)-6-methylpicolinamide